The molecule is a cholestanoid that is (5alpha)-cholestan-26-oic acid in which the hydrogens at position 3 are replaced by an oxo group. It is a cholestanoid, a member of dafachronic acids and a 3-oxo-5alpha-steroid. C[C@H](CCCC(C)C(=O)O)[C@H]1CC[C@@H]2[C@@]1(CC[C@H]3[C@H]2CC[C@@H]4[C@@]3(CCC(=O)C4)C)C